OC(CO)C1=CC=C2C=NN(C(C2=C1)=O)C1=NC=CC=C1 7-(1,2-dihydroxyethyl)-2-(2-pyridinyl)phthalazin-1-one